CC1=C(C=CC(=C1)OC)C(C=1C(=NC=CC1)O)C1=C(C=C(C=C1)OC)C 3-(bis(2-methyl-4-methoxyphenyl)methyl)pyridin-2-ol